methyl 8-bromo-2-cyclopropylimidazo[1,2-a]pyrazine-6-carboxylate BrC=1C=2N(C=C(N1)C(=O)OC)C=C(N2)C2CC2